C(#N)C=1C=NN2C1C(=CC(=C2)C=2C=NN(C2)[C@@H]2CN(CCC2)C(=O)OC(C)(C)C)SC2=NC(=CC=C2)C tert-butyl (3S)-3-[4-[3-cyano-4-[(6-methyl-2-pyridyl)sulfanyl] pyrazolo[1,5-a]pyridin-6-yl]pyrazol-1-yl]piperidine-1-carboxylate